(6R)-6-{[2-(2-methylphenyl)[1,2,4]triazolo[1,5-c]quinazolin-5-yl]amino}-1,4-diazepin-5-one CC1=C(C=CC=C1)C1=NN2C(=NC=3C=CC=CC3C2=N1)NC=1C(N=CC=NC1)=O